ethyl (1s,4s)-4-((2-chloro-5-nitropyrimidin-4-yl)amino)-1-methylcyclohexane-1-carboxylate ClC1=NC=C(C(=N1)NC1CCC(CC1)(C(=O)OCC)C)[N+](=O)[O-]